N,N-dimethyl-octyl-(2-methyl-acryloyloxyethyl)ammonium bromide [Br-].C[N+](C)(CCOC(C(=C)C)=O)CCCCCCCC